3,4-dimethyl-2,6-dinitrophenol CC=1C(=C(C(=CC1C)[N+](=O)[O-])O)[N+](=O)[O-]